Tert-Butyl 7-((6-((dimethylamino)methyl)-5-(3-(methoxymethyl)tetrahydrofuran-3-yl)pyridin-2-yl)amino)-4-(7-fluoroimidazo[1,2-a]pyridin-3-yl)-1-oxoisoindoline-2-carboxylate CN(C)CC1=C(C=CC(=N1)NC=1C=CC(=C2CN(C(C12)=O)C(=O)OC(C)(C)C)C1=CN=C2N1C=CC(=C2)F)C2(COCC2)COC